CC1=CC(=NN1)NC=1C=NC2=CC=CC(=C2N1)N1C[C@H]2CC[C@@H](C1)N2CCC#N 3-((1R,5S)-3-(3-((5-methyl-1H-pyrazol-3-yl)amino)quinoxalin-5-yl)-3,8-diazabicyclo[3.2.1]octan-8-yl)propionitrile